Cl.CC1=CC(=C(C=C1)S(=O)(=O)N1[C@@H](CCC1)C(=O)OC)O[C@H]1CNCCC1 methyl ((4-methyl-2-(((R)-piperidin-3-yl)oxy) phenyl)sulfonyl)-L-prolinate hydrochloride